FC1=C2C(NC(=NC2=CC(=C1)OCC1CCN(CC1)CCC1CCN(CC1)C1=CC=C(C=C1)NC1C(NC(CC1)=O)=O)CSC1CCOCC1)=O 3-((4-(4-(2-(4-(((5-fluoro-4-oxo-2-(((tetrahydro-2H-pyran-4-yl)thio)methyl)-3,4-dihydroquinazolin-7-yl)oxy)methyl)piperidin-1-yl)ethyl)piperidin-1-yl)phenyl)amino)piperidine-2,6-dione